aluminum methylene-bis(2,4-di-tert-butylphenoxy) phosphate P1(=O)(OOC2=C(C(=C(C=C2)C(C)(C)C)CC=2C(=C(OO1)C=CC2C(C)(C)C)C(C)(C)C)C(C)(C)C)[O-].[Al+3].C2C=1C(=C(OOP(=O)(OOC3=C(C2=C(C=C3)C(C)(C)C)C(C)(C)C)[O-])C=CC1C(C)(C)C)C(C)(C)C.C1C=3C(=C(OOP(=O)(OOC2=C(C1=C(C=C2)C(C)(C)C)C(C)(C)C)[O-])C=CC3C(C)(C)C)C(C)(C)C